C1(CC1)CC=1C2=C(S(C1)(=O)=O)C(=CC=C2)NC2C(CN(CC2)C)F 3-(cyclopropylmethyl)-7-((3-fluoro-1-methylpiperidin-4-yl)amino)-1,1-dioxidobenzo[b]thiophen